N-(2-chloro-4-(trifluoromethyl)phenyl)-2-(6-ethyl-2-methyl-8-oxo-7-(piperazin-1-yl)pyrido[2,3-b]thiazolo[4,5-e]pyrazin-5(8H)-yl)acetamide trifluoroacetate FC(C(=O)O)(F)F.ClC1=C(C=CC(=C1)C(F)(F)F)NC(CN1C(=C(C(C=2C1=NC1=C(N2)N=C(S1)C)=O)N1CCNCC1)CC)=O